N-((1S,2R)-2-(6-fluoro-2,3-dimethylphenyl)-1-(5-oxo-4,5-dihydro-1,3,4-oxadiazol-2-yl)propyl)-4-methylpiperidine-1-sulfonamide FC1=CC=C(C(=C1[C@H]([C@@H](C=1OC(NN1)=O)NS(=O)(=O)N1CCC(CC1)C)C)C)C